C(C)(C)C1N2C(C3=CC(=C(C=C3C1)N1C[C@H](CC1)OC)C(=O)OC)=CC(C(=C2)C(=O)O)=O 6-isopropyl-10-(methoxycarbonyl)-9-((S)-3-methoxypyrrolidin-1-yl)-2-oxo-6,7-dihydro-2H-pyrido[2,1-a]isoquinoline-3-carboxylic acid